Methyl (E)-2-(2-(4-phenoxypyridin-2-yloxy) phenyl)-3-methoxyacrylate O(C1=CC=CC=C1)C1=CC(=NC=C1)OC1=C(C=CC=C1)/C(/C(=O)OC)=C\OC